2,5-bis(3-decylthiophene-2-yl)thieno[3,2-b]thiophene C(CCCCCCCCC)C1=C(SC=C1)C1=CC2=C(S1)C=C(S2)C=2SC=CC2CCCCCCCCCC